COC1=NC(=NN2C1=C(C=C2)C=2C=CC1=C(N(N=N1)[C@@H](C(F)(F)F)C)C2)NC2CCC1(COC1)CC2 (R)-4-methoxy-N-(2-oxaspiro[3.5]nonan-7-yl)-5-(1-(1,1,1-trifluoropropan-2-yl)-1H-benzo[d][1,2,3]triazol-6-yl)pyrrolo[2,1-f][1,2,4]triazin-2-amine